2-chloro-N-(3-((diethylamino)methyl)benzyl)-3-nitroquinolin-4-amine ClC1=NC2=CC=CC=C2C(=C1[N+](=O)[O-])NCC1=CC(=CC=C1)CN(CC)CC